C(C)(=O)NC1=CC=C(C=N1)C1=CC2=C([C@@H](CO2)N(C(=O)C2=CC=3C4=C(C(=NC3C=C2)N)C=NN4C)C)C=C1 N-((3S)-6-(6-acetamido-3-pyridinyl)-2,3-dihydro-1-benzofuran-3-yl)-4-amino-N,1-dimethyl-1H-pyrazolo[4,3-c]quinoline-8-carboxamide